1,24-tetracosanediol diacrylate C(C=C)(=O)OCCCCCCCCCCCCCCCCCCCCCCCCOC(C=C)=O